N1CCC(CC1)CCCO 3-(Piperidin-4-yl)propan-1-ol